1-(4-chloro-2-fluorobenzyl)-6-(piperidin-4-yl)-1h-indole ClC1=CC(=C(CN2C=CC3=CC=C(C=C23)C2CCNCC2)C=C1)F